(S)-3-(2,3-dihydro-[1,4]dioxino[2,3-b]pyridin-7-yl)-3-(3-(3-(5,6,7,8-tetrahydro-1,8-naphthyridin-2-yl)propyl)-1H-pyrazol-1-yl)propionic acid O1CCOC2=NC=C(C=C21)[C@H](CC(=O)O)N2N=C(C=C2)CCCC2=NC=1NCCCC1C=C2